N-(2-(1H-indol-3-yl)ethyl)-2-methoxy-6-((3,4,5-trimethoxyphenyl)amino)benzamide N1C=C(C2=CC=CC=C12)CCNC(C1=C(C=CC=C1NC1=CC(=C(C(=C1)OC)OC)OC)OC)=O